5-(8-((1S,2S)-2-(5-fluoropyridin-3-yl)cyclopropyl)imidazo[1,2-b]pyridazin-6-yl)pyrimidine-2,4(1H,3H)-dione FC=1C=C(C=NC1)[C@@H]1[C@H](C1)C=1C=2N(N=C(C1)C=1C(NC(NC1)=O)=O)C=CN2